2H-pyrazolo[4,3-d]pyrimidin-7-amine N=1NC=C2N=CN=C(C21)N